CC1=NC2=C3C(=C4C(=C2N=C1)C=CC=C4)C=CC=C3.CC3=NC4=C1C(=C2C(=C4N=C3)C=CC=C2)C=CC=C1.[Ir+3] iridium(III) bis(2-methyldi-benzo[f,h]quinoxaline)